C(C)N(C1=NC(=CC=C1[N+](=O)[O-])OC)CC1=CN=C(S1)C(C)C N-ethyl-N-((2-isopropylthiazol-5-yl)methyl)-6-methoxy-3-nitropyridin-2-amine